FC=1C(=CC=2C3=C(NC(C2C1)=O)COCC3N(C(=O)C=3NC1=CC=C(C(=C1C3)F)F)C)F N-(8,9-Difluoro-6-oxo-1,4,5,6-tetrahydro-2H-pyrano[3,4-c]isoquinolin-1-yl)-4,5-difluoro-N-methyl-1H-indole-2-carboxamide